FC(C=1C=CC=C(C1N)N)(F)F 6-trifluoromethyl-benzene-1,2-diamine